methyl 6-methoxy-3,3-dimethyl-2,3-dihydro-1H-pyrrolo[3,2-b]pyridine-5-carboxylate COC=1C=C2C(=NC1C(=O)OC)C(CN2)(C)C